CN1N=C(C(=C1)C)C1=NOC(=N1)C1=CC2=C(N(N=N2)CC(C)(O)C)C=C1 1-{5-[3-(1,4-dimethyl-1H-pyrazol-3-yl)-1,2,4-oxadiazol-5-yl]-1H-1,2,3-benzotriazol-1-yl}-2-methylpropan-2-ol